BrC=1C=2C=3N(C(=NC2C=CC1)NC=1C(N=CC=NC1)=O)N=C(N3)C3=CC(=CC=C3)F (6S)-6-{[10-bromo-2-(3-fluorophenyl)[1,2,4]triazolo[1,5-c]quinazolin-5-yl]amino}-1,4-diazepin-5-one